ethoxyindium C(C)O[In]